3-(5-(((1R,3S,4S)-2-ethyl-2-azabicyclo[2.2.1]heptane-3-yl)methoxy)-1-oxoisoindolin-2-yl)piperidine-2,6-dione C(C)N1[C@@H]2CC[C@H]([C@H]1COC=1C=C3CN(C(C3=CC1)=O)C1C(NC(CC1)=O)=O)C2